NC(C(=O)O)CC1CCC(CC1)O 2-amino-3-((1s,4R)-4-hydroxycyclohexyl)propanoic acid